N1(CCCCC1)CCOC(CN(CCC#N)C)C 2-[2-(1-piperidinyl)ethoxy]propyl-N-methyl-N-(2-cyanoethyl)-amine